N-(2-methoxyethyl)-1H-pyrazole-4-carboxamide COCCNC(=O)C=1C=NNC1